1,1,2,4,4,5,5,6,6,6-decafluoro-3-oxahex-1-ene FC(=C(OC(C(C(F)(F)F)(F)F)(F)F)F)F